lithium bistrifluorosulfimide salt FN=S(F)F.FN=S(F)F.[Li]